3-(2-fluorophenyl)-1-(4-(2-(4-((4-nitrophenyl)sulfonyl)piperazin-1-yl)-2-oxoethoxy)phenyl)prop-2-en-1-one FC1=C(C=CC=C1)C=CC(=O)C1=CC=C(C=C1)OCC(=O)N1CCN(CC1)S(=O)(=O)C1=CC=C(C=C1)[N+](=O)[O-]